(+-)-2,2-bis(diphenylphosphino)-1,1-binaphthyl C1(=CC=CC=C1)P(C1(C(=C2C=CC=CC2=CC1)C1=CC=CC2=CC=CC=C12)P(C1=CC=CC=C1)C1=CC=CC=C1)C1=CC=CC=C1